1-(4-((6-cyclopropylpyridin-3-yl)amino)-5-(methylcarbamoyl)pyrimidin-2-yl)piperidine-4-carboxylic acid C1(CC1)C1=CC=C(C=N1)NC1=NC(=NC=C1C(NC)=O)N1CCC(CC1)C(=O)O